6-bromo-7-[[(3R,5R)-5-[3-[2-[2-(2-hydroxyethoxy)ethoxy]ethoxy]phenyl]-1-methyl-3-piperidyl]amino]thiazolo[3,2-a]pyrimidin-5-one BrC1=C(N=C2N(C1=O)C=CS2)N[C@H]2CN(C[C@H](C2)C2=CC(=CC=C2)OCCOCCOCCO)C